FC(C1=CC=C(O[C@H](CN2CCC3(CS(C3)(=O)=O)CC2)C)C=C1)(F)F (S)-7-(2-(4-(trifluoromethyl)phenoxy)propyl)-2-thia-7-azaspiro[3.5]nonane 2,2-dioxide